C(C)NC(=O)C=1C=NC(=NC1)NCC1(CCC1)C1=NC=CC=C1F N-ethyl[2-({[(3-fluoro(2-pyridyl))cyclobutyl]methyl}amino)pyrimidin-5-yl]carboxamide